FC1=CC(=C(C=C1)C=1C(=C2C(=NC1)N(C(N2)=O)[C@H](CS(=O)(=O)C)C2=NC(=C(C=C2)OC)OCC)C)C (S)-6-(4-fluoro-2-methylphenyl)-3-(1-(6-ethoxy-5-methoxypyridin-2-yl)-2-(methylsulfonyl)ethyl)-7-methyl-1H-imidazo[4,5-b]pyridin-2(3H)-one